maleic acid di-sec-octyl ester sodium [Na].C(C)(CCCCCC)OC(\C=C/C(=O)OC(C)CCCCCC)=O